methyl 3-(6-hydroxy-2-morpholino-9H-purin-9-yl)azetidine-1-carboxylate OC1=C2N=CN(C2=NC(=N1)N1CCOCC1)C1CN(C1)C(=O)OC